FC1=C2C(=CNC2=CC=C1)C(=O)NC1=NC(=CC=C1)C1=NN=CN1C(C)C 4-fluoro-N-(6-(4-isopropyl-4H-1,2,4-triazol-3-yl)pyridin-2-yl)-1H-indole-3-carboxamide